BrC1=C(C=C(C=C1)S(=O)(=O)N(C(OC(C)(C)C)=O)C=1N=CSC1)Cl tert-butyl ((4-bromo-3-chlorophenyl)sulfonyl)(thiazol-4-yl)carbamate